(S)-3-Methoxybutyl-(7-fluoro-6-(8-methyl-2,3-dihydro-1H-pyrido[2,3-b][1,4]oxazin-7-yl)isochinolin-3-yl)carbamat CO[C@H](CCOC(NC=1N=CC2=CC(=C(C=C2C1)C1=C(C2=C(OCCN2)N=C1)C)F)=O)C